bis(difluoroacetoxyl)iodine FC(C(OIOC(=O)C(F)F)=O)F